C(C)(C)(C)OC(=O)N(C(OC(C)(C)C)=O)C1=NC(=CC=C1)C tert-butyl (tert-butoxycarbonyl)(6-methylpyridin-2-yl)carbamate